ClC=1C=C(C=C2C=CN(C12)CCCC#N)OCC1=CC(=C(C=C1)C1CCCC1)C(F)(F)F 4-(7-chloro-5-((4-cyclopentyl-3-(trifluoromethyl)benzyl)oxy)-1H-indol-1-yl)butyronitrile